O[C@H]([C@@H](C)[N+](=O)[O-])C1=C(C=CC=C1)O ((1S,2R)-1-hydroxy-2-nitropropyl)phenol